NC1=NC2=CC(=CC=C2C=C1CCCCC)C=1C=C(C=CC1)S(=O)(=O)N1CC(C1)CNC(=NCCOC)NC1=CC(=CC=C1)C#N 1-((1-((3-(2-amino-3-pentylquinolin-7-yl)phenyl)sulfonyl)azetidin-3-yl)methyl)-3-(3-cyanophenyl)-2-(2-methoxyethyl)guanidine